4-((4-fluorobenzofuran-7-yl)oxy)benzoic acid FC1=CC=C(C2=C1C=CO2)OC2=CC=C(C(=O)O)C=C2